3-(5-(1,3,4-oxadiazol-2-yl)pyridin-3-yl)-5-methoxyphenyl benzylcarbamate C(C1=CC=CC=C1)NC(OC1=CC(=CC(=C1)OC)C=1C=NC=C(C1)C=1OC=NN1)=O